6-Bromo-3-(2-(piperidin-1-yl)ethyl)quinazolin-4(3H)-one BrC=1C=C2C(N(C=NC2=CC1)CCN1CCCCC1)=O